2-(4-Methylthiazol-5-yl)-4-tetrahydropyran-4-yl-1H-pyrimidin-6-one CC=1N=CSC1C=1NC(C=C(N1)C1CCOCC1)=O